5-Methyl-1-(1-((4'-(methylsulfonyl)-[1,1'-biphenyl]-4-yl)methyl)-3-(tetrahydro-2H-pyran-4-yl)-1H-indol-5-yl)-1H-pyrazol-3-carboxamid CC1=CC(=NN1C=1C=C2C(=CN(C2=CC1)CC1=CC=C(C=C1)C1=CC=C(C=C1)S(=O)(=O)C)C1CCOCC1)C(=O)N